(R)-2-(1,3-dioxoisoindolin-2-yl)-3-methoxy-N-((R)-4-phenyl-1-(4,4,5,5-tetramethyl-1,3,2-dioxaborolan-2-yl)butyl)propanamide O=C1N(C(C2=CC=CC=C12)=O)[C@@H](C(=O)N[C@@H](CCCC1=CC=CC=C1)B1OC(C(O1)(C)C)(C)C)COC